NC1=NC=2C=CC(=CC2C2=C1[C@H](OC2)C)C(=O)N(CC2=NC=C(C=C2)C(F)(F)F)C[C@H](C(F)(F)F)O (3R)-4-amino-3-methyl-N-((2R)-3,3,3-trifluoro-2-hydroxypropyl)-N-((5-(trifluoromethyl)-2-pyridinyl)methyl)-1,3-dihydrofuro[3,4-c]quinoline-8-carboxamide